FC=1C=C(C=CC1)C1(NC2=CC=CC=C2C1=O)C1C(N(C(C1O)=O)C)=O 3-(2-(3-Fluorophenyl)-3-oxoindolin-2-yl)-4-hydroxy-1-methylpyrrolidine-2,5-dione